copper-thallium [Tl].[Cu]